ClC=1C=CC(=C(C1)C1=CC(N(C=C1OC)[C@H](C(=O)NC1=CC(=C(C(=O)OC)C=C1)F)CC1=CC=CC=C1)=O)N1N=NC(=C1)C(F)(F)F (S)-methyl 4-(2-(4-(5-chloro-2-(4-(trifluoromethyl)-1H-1,2,3-triazol-1-yl) phenyl)-5-methoxy-2-oxopyridin-1(2H)-yl)-3-phenylpropionamido)-2-fluorobenzoate